FC(C(=O)NC)(F)C=1C(=C(C=CC1)[C@@H](C)NC(OC(C)(C)C)=O)F tert-butyl [(1R)-1-{3-[1,1-difluoro-2-(methylamino)-2-oxoethyl]-2-fluorophenyl}ethyl]carbamate